manganese-sodium-iron [Fe].[Na].[Mn]